ClC1=C(C=CC=C1Cl)S(=O)(=O)NC1=C(C=C(C=C1F)C#CC=1C=NC=C(C1)F)F 2,3-dichloro-N-[2,6-difluoro-4-[2-(5-fluoro-3-pyridyl)ethynyl]phenyl]benzenesulfonamide